((1-(4-(5-(trifluoromethyl)thiophen-2-yl)piperazine-1-carbonyl)cyclopentyl)amino)benzonitrile FC(C1=CC=C(S1)N1CCN(CC1)C(=O)C1(CCCC1)NC1=C(C#N)C=CC=C1)(F)F